C12CCCC(CCC1)B2/C=C/[C@@H](OC2CCN(CC2)C(=O)OC(C)(C)C)C tert-butyl 4-[(E,1S)-3-(9-borabicyclo[3.3.1]nonan-9-yl)-1-methyl-allyloxy]piperidine-1-carboxylate